FC1=CC=C(C=C1)C=1NC2=CC=C(C=C2C1CCC(=O)N[C@@H]1C(NC[C@H]1O)=O)C(F)(F)F 3-[2-(4-fluorophenyl)-5-(trifluoromethyl)-1H-indol-3-yl]-N-[(3S,4R)-4-hydroxy-2-oxo-pyrrolidin-3-yl]propanamide